S1C=C(C=C1)C(C(=O)ONC(OCC(Cl)(Cl)Cl)=O)C 2,2,2-trichloroethyl ((2-(thiophen-3-yl)propanoyl)oxy)carbamate